NC1=C(SC2=NC(=CN=C21)C)C(=O)NC2CC=1C(=NC(=CC1)N1CC3(OC4(CC4)CO3)C(C1)N)OC2 7-amino-N-(7-{9-amino-4,10-dioxa-7-azadispiro[2.1.45.23]undecan-7-yl}-2H,3H,4H-pyrano[2,3-b]pyridin-3-yl)-3-methylthieno[2,3-b]pyrazine-6-carboxamide